C1(CC1)N1CCN(CC1)C1CCN(CC1)C1=C(C=C(C(=C1)OC)NC1=NC=CC(=C1)N1OCC[C@@H]1C1=CC(=CC(=C1)F)F)NC(C=C)=O (R)-N-(2-(4-(4-cyclopropylpiperazin-1-yl)piperidin-1-yl)-5-((4-(3-(3,5-difluorophenyl)isoxazolidin-2-yl)pyridin-2-yl)amino)-4-methoxyphenyl)acrylamide